2,3-dihydro-1H-triazole N1NNC=C1